5-methyl-4-oxo-7-p-tolyl-4,7-dihydro-3H-pyrrolo[2,3-d]-pyrimidine-6-carboxylic acid ethyl ester C(C)OC(=O)C1=C(C2=C(N=CNC2=O)N1C1=CC=C(C=C1)C)C